2-methyl-N-{1-[3-(1-methyl-1H-pyrazol-4-yl)phenyl]ethyl}pyrimidin-4-amine CC1=NC=CC(=N1)NC(C)C1=CC(=CC=C1)C=1C=NN(C1)C